(R)-2-(1-((2-(((4-(4-morpholino-7-((2-(trimethylsilyl)ethoxy)methyl)-7H-pyrrolo[2,3-d]pyrimidin-6-yl)phenyl)amino)methyl)pyridin-4-yl)methyl)piperidin-3-yl)isothiazolidine 1,1-dioxide O1CCN(CC1)C=1C2=C(N=CN1)N(C(=C2)C2=CC=C(C=C2)NCC2=NC=CC(=C2)CN2C[C@@H](CCC2)N2S(CCC2)(=O)=O)COCC[Si](C)(C)C